methoxy(dimethyl)(benzocyclobutenyl)Silane CO[Si](C1=CC2=C1C=CC=C2)(C)C